2-((R)-2-(4-((2S,4S)-2-((difluoromethoxy)methyl)-4-(4-(trifluoromethyl)phenoxy)pyrrolidin-1-yl)benzoylamino)-2-(4-(ethylsulfonyl)phenyl)ethoxy)acetic acid FC(OC[C@H]1N(C[C@H](C1)OC1=CC=C(C=C1)C(F)(F)F)C1=CC=C(C(=O)N[C@@H](COCC(=O)O)C2=CC=C(C=C2)S(=O)(=O)CC)C=C1)F